rac-benzyl [(3'H-spiro[cyclopropane-1,2'-furo[3,2-b]pyridine]-3'-yl)methyl]carbamate O1C2([C@@H](C3=NC=CC=C31)CNC(OCC3=CC=CC=C3)=O)CC2 |r|